2-fluoro-4-[4-(1H-pyrrolo[2,3-b]pyridin-4-yl)-1H-pyrazol-1-yl]benzonitrile FC1=C(C#N)C=CC(=C1)N1N=CC(=C1)C1=C2C(=NC=C1)NC=C2